CC1=C(C=C(C=C1)S(=O)(=O)Cl)[N+](=O)[O-] 4-Methyl-3-nitrobenzene-1-sulfonyl chloride